C(C)C1=C(C=C(C(=C1)[N+](=O)[O-])OC)N1CCC2(CC(C2)CC#N)CC1 (7-(2-ethyl-5-methoxy-4-nitrophenyl)-7-azaspiro[3.5]nonan-2-yl)acetonitrile